methyl-7-chloro-2-(1-(3-methoxycyclobutyl)piperidin-4-yl)-2,4-dimethylbenzo[d][1,3]dioxan-5-amide CC1(C2=C(OC(O1)(C)C1CCN(CC1)C1CC(C1)OC)C=C(C=C2C(=O)N)Cl)C